FC1(CC(C1)N(CCC(C(=O)O)NC(C(C1=CC=CC=C1)O)=O)CCCCC1=NC=2NCCCC2C=C1)F 4-[(3,3-difluorocyclobutyl)-[4-(5,6,7,8-tetrahydro-1,8-naphthyridin-2-yl)butyl]amino]-2-[[2-hydroxy-2-phenyl-acetyl]amino]butanoic acid